(4aR,6S,8aR)-3-methoxy-11-methyl-5,6,9,10,11,12-hexahydro-4aH-[1]benzofuro[3a,3,2-ef]benzazepine COC=1C=CC2=C3[C@]4(CCC(N2)C)[C@H](OC13)CCC=C4